ethylumbelliferone CCOC1=CC2=C(C=C1)C=CC(=O)O2